1-cyclobutyl-N-(3-(dimethylamino)propyl)-2-(isoquinolin-4-yl)-1H-benzo[d]imidazole-6-carboxamide C1(CCC1)N1C(=NC2=C1C=C(C=C2)C(=O)NCCCN(C)C)C2=CN=CC1=CC=CC=C21